biphenyl-di-amidoxime C1(=C(C(=CC=C1)C(=O)N)C(N)=NO)C1=CC=CC=C1